6-[1-(diphenylcarbamoyl)indolizin-3-yl]-7-{[(3S)-3-(morpholin-4-ylmethyl)-3,4-dihydroisoquinolin-2(1H)-yl]carbonyl}-3,4-dihydroisoquinoline-2(1H)-carboxylic acid phenyl ester C1(=CC=CC=C1)OC(=O)N1CC2=CC(=C(C=C2CC1)C1=CC(=C2C=CC=CN12)C(N(C1=CC=CC=C1)C1=CC=CC=C1)=O)C(=O)N1CC2=CC=CC=C2C[C@H]1CN1CCOCC1